S(N)(=O)(=O)CC(=O)[O-] 2-sulfamylacetate